N-(3-fluorophenyl)-6,7-dimethoxy-1,4-dihydroindeno[1,2-c]pyrazol FC=1C=C(C=CC1)N1N=CC2=C1C1=CC(=C(C=C1C2)OC)OC